IC1=CNC=2N=CC=3CN(CCC3C21)C(=O)OC(C)(C)C tert-butyl 1-iodo-3,6,8,9-tetrahydro-7H-pyrrolo[2,3-c][2,7]naphthyridine-7-carboxylate